NC=1C=CC(=NC1)C(=O)OC methyl 5-aminopicolinate